C[C@@](C(=O)O)(CC1=CC=CC=C1)NC (2S)-2-Methyl-2-(methylamino)-3-phenylpropanoic acid